C(#N)C=1C=C(C=C(C1)F)[C@@H]1CC=NN1C(=O)N1CCN(CC1)C1=NC=C(C(=N1)N1N=C(C(=C1C)NC(=O)C1CC1)C)F (S)-N-(1-(2-(4-(5-(3-cyano-5-fluorophenyl)-4,5-dihydro-1H-pyrazol-1-carbonyl)piperazin-1-yl)-5-fluoropyrimidin-4-yl)-3,5-dimethyl-1H-pyrazol-4-yl)cyclopropanecarboxamide